C[NH2+]C.C1(=CC=CC=2C3=CC=CC=C3CC12)O fluorenol dimethylammonium salt